1-benzyl-3,3-dichloro-1H-2,1-benzothiazin-4(3H)-one 2,2-dioxide C(C1=CC=CC=C1)N1S(C(C(C2=C1C=CC=C2)=O)(Cl)Cl)(=O)=O